FC1=CC=C2C(=CC=NC2=C1)N1CCN(CC1)C(=O)C1CN(CC1)S(=O)(=O)C=1N(C=CN1)C (4-(7-fluoroquinolin-4-yl)piperazin-1-yl)(1-((1-methyl-1H-imidazol-2-yl)sulfonyl)pyrrolidin-3-yl)methanone